tert-butyl 8-methoxy-7-((2-methoxy-3-((4-(4-methylpiperazin-1-yl)phenyl)carbamoyl)pyridin-4-yl)amino)-2,3-dihydro-1H-pyrido[2,3-b][1,4]oxazine-1-carboxylate COC1=C(C=NC=2OCCN(C21)C(=O)OC(C)(C)C)NC2=C(C(=NC=C2)OC)C(NC2=CC=C(C=C2)N2CCN(CC2)C)=O